C(C)(C)(C)OC(=O)N1CC2(C1)CCN(CC2)C2=CC(=C(C=C2)C(=O)OC)C2OCCO2.ClC2=CC(=C(C=C2)C(O)(C)CCl)F 2-(4-chloro-2-fluorophenyl)-2-(chloromethyl)Oxapropane tert-butyl-7-(3-(1,3-dioxolane-2-yl)-4-(methoxycarbonyl)phenyl)-2,7-diazaspiro[3.5]nonane-2-carboxylate